C(=O)N1CCC2=CC=CC=C12 N-formylindoline